C(C1=CC=CC=C1)OC1=C(C(=CC=C1)Br)C#CC(CO[Si](C)(C)C(C)(C)C)(C)C [4-(2-benzyloxy-6-bromo-phenyl)-2,2-dimethyl-but-3-ynoxy]-tert-butyl-dimethyl-silane